C(C)(C)(C)OC(CN1CCC(CC1)CN1CCN(CC1)C1=NC=C(C=C1)[N+](=O)[O-])=O 2-(4-((4-(5-Nitropyridin-2-yl)piperazin-1-yl)methyl)piperidin-1-yl)acetic acid tert-butyl ester